C1(=C(C(=C(C=2C(C3=C(C=CC21)C=CC=C3[2H])=CCCN3C(C(C3([2H])[2H])(F)[2H])([2H])[2H])[2H])[2H])[2H])[2H] 1-(3-Dibenzo[a,d]cyclohepten-5-ylidene-d5-propyl)-3-fluoro-pentadeutero-azetidine